C(=CCCCC)OC(CC(C)C)=O.FC(N1C=NC2=C1C=C(C=C2)C#CC2=NN(C(=C2C(=O)N)NC)[C@@H]2CN([C@H](C2)COC)C(C=C)=O)F 3-[2-[3-(difluoromethyl)-1,3-benzodiazol-5-yl]ethynyl]-1-[(3S,5R)-5-(methoxymethyl)-1-(prop-2-enoyl)pyrrolidin-3-yl]-5-(methylamino)pyrazole-4-carboxamide Hexenyl-isovalerate